methyl (S)-2-amino-3-(8-(2,6-dimethoxy-4-((4-(trifluoromethoxy) phenyl)ethynyl)phenyl)chroman-5-yl)propanoate N[C@H](C(=O)OC)CC1=C2CCCOC2=C(C=C1)C1=C(C=C(C=C1OC)C#CC1=CC=C(C=C1)OC(F)(F)F)OC